methyl 1-(5-((3-fluorophenyl)ethynyl)-2,3-dihydro-1H-inden-1-yl)piperidine-4-carboxylate FC=1C=C(C=CC1)C#CC=1C=C2CCC(C2=CC1)N1CCC(CC1)C(=O)OC